(7-((1,5-dimethyl-1H-pyrrolo[2,3-b]pyridin-6-yl)oxy)-2-azaspiro[3.5]non-2-yl)((1s,3s)-3-hydroxy-3-methylcyclobutyl)methanone CN1C=CC=2C1=NC(=C(C2)C)OC2CCC1(CN(C1)C(=O)C1CC(C1)(C)O)CC2